1-(2-hydroxyethyl)-5-mercapto-1H-tetrazole OCCN1N=NN=C1S